OCCCC1CCNCC1 4-(3-hydroxypropyl)piperidine